Dichloro-1,5,8,12-tetraazabicyclo[6.6.2]hexadecane Manganese(II) [Mn+2].ClN1CCCN2CCN(CCCN(CC1)CC2)Cl